aluminum oxide compound with aluminum oxide [O-2].[Al+3].[O-2].[Al+3]